(2R,5R)-2-(1-(4-bromophenyl)-3-(4-fluorophenyl)-1H-pyrazol-4-yl)-5-methyl-3-(2-(2-oxo-2,3-dihydro-1H-benzo[d]imidazol-5-yl)ethyl)oxazolidin BrC1=CC=C(C=C1)N1N=C(C(=C1)[C@H]1O[C@@H](CN1CCC1=CC2=C(NC(N2)=O)C=C1)C)C1=CC=C(C=C1)F